BrC(C=1C(=C(C=CC1)CN)Cl)(F)F (3-(bromodifluoromethyl)-2-chlorophenyl)methylamine